tert-butyl-4-(bromomethyl)benzylcarbamate C(C)(C)(C)OC(NCC1=CC=C(C=C1)CBr)=O